ClCCC1=CNC=2C1=NC(=CC2)OC 3-(2-chloroethyl)-5-methoxy-1H-pyrrolo[3,2-b]pyridine